4-(3-amino-2-chlorophenyl)piperidine-1-carboxylic acid tert-butyl ester C(C)(C)(C)OC(=O)N1CCC(CC1)C1=C(C(=CC=C1)N)Cl